COCCOCONC1(C(OCC(CC(CC(CC(CC(C1)C)C)C)C)C)=O)C (2-methoxyethoxymethoxyamino)-3,5,7,9,11,13-hexamethyl-oxacyclotetradecan-2-one